(3S,4S)-tert-Butyl 4-((R)-2-acetoxy-2-phenylacetoxy)-3-azidopiperidine-1-carboxylate C(C)(=O)O[C@@H](C(=O)O[C@@H]1[C@H](CN(CC1)C(=O)OC(C)(C)C)N=[N+]=[N-])C1=CC=CC=C1